CN1C(=NN=C1)C1=C(C=CC=C1C1=NN2C(C=CC=C2C(F)(F)F)=N1)C1=CC=CC=C1 4-Methyl-3-[3-[5-(trifluoromethyl)-[1,2,4]triazolo[1,5-a]pyridin-2-yl]-[1,1-biphenyl]-2-yl]-1,2,4-triazole